COC1=NC=NC(=C1C(=O)NC=1SC2=C(N1)C=1C=CC(=CC1OC21CCNCC1)C(F)(F)F)OC 4,6-dimethoxy-N-(7-(trifluoromethyl)spiro[chromeno[4,3-d]thiazole-4,4'-piperidin]-2-yl)pyrimidine-5-carboxamide